6-chloro-7-fluoro-3-[4-(2-pyridin-2-yl-morpholin-4-yl)-pyrimidin-2-yl]-imidazo[1,2-a]pyridine ClC=1C(=CC=2N(C1)C(=CN2)C2=NC=CC(=N2)N2CC(OCC2)C2=NC=CC=C2)F